dimethylisopropylpropylenediamine CN(CC(C)NC(C)C)C